tert-butyl (S)-2-((((9H-fluoren-9-yl) methoxy) carbonyl) amino)-4-(4,4-difluoropiperidin-1-yl)-4-oxobutanoate C1=CC=CC=2C3=CC=CC=C3C(C12)COC(=O)N[C@H](C(=O)OC(C)(C)C)CC(=O)N1CCC(CC1)(F)F